4,7-dimethyl-4-(1-methylpyrazol-4-yl)-6,7-dihydro-5H-thieno[2,3-c]pyridine CC1(C2=C(C(NC1)C)SC=C2)C=2C=NN(C2)C